Cl.FC=1C=2N(C=C(C1)N)C=CN2 8-fluoroimidazo[1,2-a]pyridin-6-amine hydrochloride